2-hydroxy-3,5-bis(trifluoromethyl)benzaldehyde oxime OC1=C(C=NO)C=C(C=C1C(F)(F)F)C(F)(F)F